4-[[(3-phenoxyphenyl)methyl]amino]phenylpropionic acid O(C1=CC=CC=C1)C=1C=C(C=CC1)CNC1=CC=C(C=C1)C(C(=O)O)C